C1(CC1)NC(=O)N1CCC2=CC(=CC=C12)OC1=CC=NC2=CC(=C(C=C12)C(=O)N)O 4-((1-(cyclopropylcarbamoyl)indolin-5-yl)oxy)-7-hydroxyquinoline-6-carboxamide